ClC=1N=C(C2=C(N1)C=CC=N2)NC2CCCC2 2-chloro-N-cyclopentylpyrido[3,2-d]pyrimidin-4-amine